N-(4-fluorophenyl)-1,1-dioxothiomorpholine-4-carboxamide FC1=CC=C(C=C1)NC(=O)N1CCS(CC1)(=O)=O